C(C1=CC=CC=C1)C1CCN(CC1)C(=O)C=1C=C(C(=CC1)C1=C(C=CC=C1C1=NC2=C(N1)C=C(C(=C2)F)OC)Cl)C(=O)O (S)-4-(4-benzylpiperidine-1-carbonyl)-2'-chloro-6'-(5-fluoro-6-methoxy-1H-1,3-benzodiazol-2-yl)-[1,1'-biphenyl]-2-carboxylic acid